benzoyl-phosphine oxide C(C1=CC=CC=C1)(=O)[PH2]=O